COC=1N=C2C(=CC=NC2=CC1OC)OC1=C(C=C(C=C1)NC(=O)C=1C=NC(=C(C1O)C1=CSC=C1)C)F N-[4-[(6,7-dimethoxy-1,5-naphthyridin-4-yl)oxy]-3-fluorophenyl]-4-hydroxy-6-methyl-5-thiophen-3-ylpyridine-3-carboxamide